(E)-2-phenylvinyl-1'-((2-(trimethylsilyl)ethoxy)methyl)-6,7-dihydro-4H-spiro[benzo[d]oxazol-5,3'-pyrrolo[2,3-b]pyridin]-2'(1'H)-one C1(=CC=CC=C1)/C=C/C1=C2C(=NC=C1)N(C(C21CCC2=C(N=CO2)C1)=O)COCC[Si](C)(C)C